allyloxyoxetane C(C=C)OC1OCC1